C(CC(=O)[O-])(=O)OC(C)(CCCCCCC)C(C)(C)C.[Ba+2].C(C)(C)(C)C(C)(CCCCCCC)OC(CC(=O)[O-])=O barium 2-(tert-butyl)-2-nonyl malonate